C(\C=C\CCCCCCCCC\C=C/CCCC)O (E,Z)-2,13-Octadecadien-1-ol